(E)-2-((2,2-dimethoxyethyl)thio)-6-styrylquinoline COC(CSC1=NC2=CC=C(C=C2C=C1)\C=C\C1=CC=CC=C1)OC